C(=O)O.N[C@@H](CO)CC1=CC2=NC(=CC(=C2S1)NCC=1SC=CC1)Cl (2R)-2-amino-3-(5-chloro-7-{[(thiophen-2-yl)methyl]amino}thieno[3,2-b]pyridin-2-yl)propan-1-ol formate salt